N-(2,4-bis(4,4-difluorocyclohexyl)pyridin-3-yl)-2-isopropylpyrimidine-5-carboxamide FC1(CCC(CC1)C1=NC=CC(=C1NC(=O)C=1C=NC(=NC1)C(C)C)C1CCC(CC1)(F)F)F